bromo-dihydroxyacetophenone BrC(C(=O)C1=CC=CC=C1)(O)O